COC1=CC=C(C=C1)C=1C(=NOC1C1=C(C=C(C=C1)OCC1=CC=C(C=C1)C)O)C 2-[4-(4-methoxyphenyl)-3-methyl-1,2-oxazol-5-yl]-5-[(4-methylphenyl)methoxy]phenol